FC1=CC=C(C=C1)CN1N=C(N=C1)C(=O)N[C@@H]1C(N(C=2N(CC1)N=CC2)C)=O |r| 1-[(4-Fluorophenyl)methyl]-N-[rac-(6S)-4-methyl-5-oxo-7,8-dihydro-6H-pyrazolo[1,5-a][1,3]diazepin-6-yl]-1,2,4-triazol-3-carboxamid